1-(3-((5-bromo-2-((3-methyl-1-(8-methyl-8-azabicyclo[3.2.1]octan-3-yl)-1H-pyrazol-4-yl)amino)pyrimidin-4-yl)amino)propyl)-3-methyl-1,3-diazepan-2-one BrC=1C(=NC(=NC1)NC=1C(=NN(C1)C1CC2CCC(C1)N2C)C)NCCCN2C(N(CCCC2)C)=O